ClC1=C(C=CC=C1)\C=C\[N+](=O)[O-] (E)-1-chloro-2-(2-nitrovinyl)benzene